C1(C=CC(N1Cl)=O)=O maleimidylchloride